C1=CC=CC=2C3=CC=CC=C3N(C12)C1=C(C=C(C(=C1N1C2=CC=CC=C2C=2C=CC=CC12)C1=CC=CC=C1)C#N)C1=NC(=NC(=N1)C1=CC=CC=C1)C1=CC=CC=C1 5,6-di(9H-carbazol-9-yl)-4-(4,6-diphenyl-1,3,5-triazin-2-yl)-[1,1'-biphenyl]-2-carbonitrile